4-(1H-indol-2-yl)-N-methoxy-2-carbonyl-5-phenyl-2,5-dihydrofuran-3-carboxamide N1C(=CC2=CC=CC=C12)C1=C(C(OC1C1=CC=CC=C1)=C=O)C(=O)NOC